COC=1C=C(OC2=CC=C(C=N2)N2C(NC3=C2C=CC=C3)=O)C=CC1C 3-[6-(3-methoxy-4-methyl-phenoxy)-3-pyridinyl]-1H-benzimidazol-2-one